COC(=O)[C@@H]1N(C[C@@H](C1)OC(F)F)C(=O)OC(C)(C)C (2R,4R)-4-(difluoromethoxy)pyrrolidine-1,2-dicarboxylic acid 1-(tert-butyl) 2-methyl ester